NC1=NC=2C=CC(=CC2C2=C1C=NN2C)C(=O)N(N(CC)C(=O)C2CC2)CC2=NC=C(C=C2)C(F)(F)F 4-amino-N'-(cyclopropanecarbonyl)-N'-ethyl-1-methyl-N-((5-(trifluoromethyl)pyridin-2-yl)methyl)-1H-pyrazolo[4,3-c]quinoline-8-carbohydrazide